2,6-bis(1,1-dimethylethyl)-4-nonylphenol CC(C)(C)C1=C(C(=CC(=C1)CCCCCCCCC)C(C)(C)C)O